CC1=C(C(NC(=C1)C)=O)CN1C(C=2C(=C3C(=C(C2CC1)C=1OC=CC1)O[C@@](O3)(C)[C@@H]3CC[C@H](CC3)N(C)C)C)=O (S)-6-((4,6-dimethyl-2-oxo-1,2-dihydropyridin-3-yl)methyl)-2-(trans-4-(dimethylamino)cyclohexyl)-9-(furan-2-yl)-2,4-dimethyl-7,8-dihydro-[1,3]dioxolo[4,5-g]isoquinolin-5(6H)-one